NC1=NN2C3=C1C(NC[C@@H](OC1=C(CN(C(=N3)C=C2)CC)C(=CC=C1)C#N)C)=O (7S)-3-amino-14-ethyl-7-methyl-4-oxo-4,5,6,7,13,14-hexahydro-1,15-ethenopyrazolo[4,3-f][1,4,8,10]benzoxatriazacyclotridecine-12-carbonitrile